C(C)N1CCC(CC1)NC1=C2C(=NC=3C=C(C(=CC13)OC)CC)CCC2 1-ethyl-N-{6-ethyl-7-methoxy-1H,2H,3H-cyclopenta[b]quinolin-9-yl}piperidin-4-amine